ClC1=CC(=C(C=C1)C1(OC2=C(O1)C=CC=C2C2CCN(CC2)CC=2N(C(=CN2)/C=C/C(=O)O)CCOC)C)F (E)-3-(2-((4-(2-(4-chloro-2-fluorophenyl)-2-methylbenzo[d][1,3]dioxol-4-yl)piperidin-1-yl)methyl)-1-(2-methoxyethyl)-1H-imidazol-5-yl)acrylic acid